Br.C(C)NC1=CC=CC2=CC=CC=C12 n-ethyl-1-naphthylamine hydrobromide